C1(CC1)C1=COC2=C1CCC(C2NC2=C(C(C2=O)=O)NC2=C(C(=NC=C2)C(=O)N(C)C)O)(C)C 4-((2-((3-cyclopropyl-6,6-dimethyl-4,5,6,7-tetrahydrobenzofuran-7-yl)amino)-3,4-dioxocyclobut-1-en-1-yl)amino)-3-hydroxy-N,N-dimethylpicolinamide